5-(2-Hydroxybenzyl)-2-thioxodihydropyrimidine-4,6(1H,5H)-dione OC1=C(CC2C(NC(NC2=O)=S)=O)C=CC=C1